CC=1N(C(=CC1C(CN1CCCCC1)=O)C)C1=CC=C(C=C1)OC(F)(F)F 1-(2,5-Dimethyl-1-(4-(trifluoromethoxy)phenyl)-1H-pyrrol-3-yl)-2-(piperidin-1-yl)ethanone